C(C)(C)(C)OC(=O)C1=C(N=C(S1)Br)C 2-bromo-4-methylthiazole-5-carboxylic acid tert-butyl ester